1-[(11Z,14Z)-1-nonyleicosa-11,14-dien-1-yl]pyrrolidine tert-Butyl-5-((5-(dimethylcarbamoyl)-2-oxo-4-phenylpyridin-1(2H)-yl)methyl)-5-hydroxy-9-oxa-2-azaspiro[5.5]undecane-2-carboxylate C(C)(C)(C)OC(=O)N1CC2(C(CC1)(O)CN1C(C=C(C(=C1)C(N(C)C)=O)C1=CC=CC=C1)=O)CCOCC2.C(CCCCCCCC)C(CCCCCCCCC\C=C/C\C=C/CCCCC)N2CCCC2